FC1(CC(CC1)CN1N=C(C(=C1C(=O)NC1=CC(=NC=C1)C(=O)OC)C(F)(F)F)OC(C)C)F methyl 4-{1-[(3,3-difluorocyclopentyl)methyl]-3-(propan-2-yloxy)-4-(trifluoromethyl)-1H-pyrazole-5-amido}pyridine-2-carboxylate